(±)-(1S,2R,5R,6R)-2-((6-(5-(((4-Cyclopropoxypyrimidin-2-yl)amino)methyl)-1-methyl-1H-1,2,3-triazol-4-yl)-2-methylpyridin-3-yl)oxy)bicyclo[3.1.0]hexane-6-carboxylic Acid C1(CC1)OC1=NC(=NC=C1)NCC1=C(N=NN1C)C1=CC=C(C(=N1)C)O[C@H]1[C@@H]2[C@@H]([C@@H]2CC1)C(=O)O |r|